2,5-DIMETHYLPHENYLBORONIC ACID CC1=C(C=C(C=C1)C)B(O)O